CC=1N(C(=CC1)C)C1=C(N=C(S1)C)C(=O)[O-] 5-(2,5-dimethyl-1H-pyrrol-1-yl)-2-Methylthiazole-4-carboxylate